tert-butyl 6-amino-8-vinyl-3,4-dihydroisoquinoline-2(1H)-carboxylate NC=1C=C2CCN(CC2=C(C1)C=C)C(=O)OC(C)(C)C